Dimethyl allyl diphosphate O(P(OC)(=O)OP(=O)(OCC=C)[O-])C